methyl 3-(allyloxy)-1-((S)-2-((S)-3-(3-allylphenyl)-2-((tert-butoxycarbonyl)amino)propanamido)-3-(5-fluoro-1H-indol-3-yl)propanoyl)pyrrolidine-2-carboxylate C(C=C)OC1C(N(CC1)C([C@H](CC1=CNC2=CC=C(C=C12)F)NC([C@H](CC1=CC(=CC=C1)CC=C)NC(=O)OC(C)(C)C)=O)=O)C(=O)OC